5-{[9-chloro-7-(5-fluoroindol-1-yl)-3,5-dihydro-2H-1,4-benzoxazepin-4-yl]methyl}-N-(oxetan-3-yl)pyrimidin-2-amine ClC1=CC(=CC=2CN(CCOC21)CC=2C=NC(=NC2)NC2COC2)N2C=CC1=CC(=CC=C21)F